ClC1=C2C=CC=CC2=C(C2=CC=CC=C12)C=1C=C(C=CC1)C1=NC(=NC(=C1)C1=CC=CC=C1)C1=CC=CC=C1 4-(3-(10-chloroanthracene-9-yl)phenyl)-2,6-diphenylpyrimidine